BrC1=CC=CC=2C3(C4=CC=CC=C4C12)C1=CC=CC=C1C=1C=CC=CC13 4-bromo-9,9'-spirobifluorene